2,6-dimethoxybromobenzene COC1=C(C(=CC=C1)OC)Br